1,5-diaminopentanediamine NC(CCCCN)(N)N